NC1=C(C(=NC=N1)OC1=CC(=C(C=C1)NC(=O)NC1=CC(=NN1C1=CC=C(C=C1)OCCN(C)C)C(C)(C)C)F)C#N 1-(4-((6-amino-5-cyanopyrimidin-4-yl)oxy)-2-fluorophenyl)-3-(3-(tert-butyl)-1-(4-(2-(dimethylamino)ethoxy)phenyl)-1H-pyrazol-5-yl)urea